FC1(CN(C1)C(=O)C1=CC2=C(C=NCC2)N1C)F 2-(3,3-difluoroazetidin-1-carbonyl)-1-methyl-4,5-dihydro-1H-pyrrolo[2,3-c]pyridin